FC=1C=NC=CC1N 3-Fluoro-4-aminopyridine